BrC1=C2C(NN(CC2=CC=C1)C(=O)OC(C)(C)C)=O tert-Butyl 5-bromo-4-oxo-1,3-dihydrophthalazine-2-carboxylate